FC=1C=C(C=C(C1)F)C(=O)N[O-].C(CCC)[N+](CCCC)(CCCC)CCCC tetrabutylammonium 3,5-difluorobenzenehydroxamate